(1r,2S,5S)-N-{(1S)-1-cyano-2-[(3S)-2-oxopyrrolidin-3-yl]ethyl}-6,6-dimethyl-3-[3-(pyridin-2-yl)-N-(trifluoroacetyl)-L-alaninyl]-3-azabicyclo[3.1.0]hexane-2-carboxamide C(#N)[C@H](C[C@H]1C(NCC1)=O)NC(=O)[C@@H]1[C@H]2C([C@H]2CN1C([C@@H](NC(C(F)(F)F)=O)CC1=NC=CC=C1)=O)(C)C